N-(4-(4-cyclopropoxystyryl)thiazol-2-yl)-1-(pyridin-4-ylmethyl)-1H-pyrrole-2-carboxamide C1(CC1)OC1=CC=C(C=CC=2N=C(SC2)NC(=O)C=2N(C=CC2)CC2=CC=NC=C2)C=C1